8-Bromo-6-iodo-1-methylisoquinolin-5-amine BrC1=CC(=C(C=2C=CN=C(C12)C)N)I